N-(4-(2-2H-1,2,3-triazolyl)butyl)-3-(5-(4-aminophenyl)-3-ethyl-1H-1,2,4-triazolyl)benzamide N=1N(N=CC1)CCCCNC(C1=CC(=CC=C1)N1N=C(N=C1C1=CC=C(C=C1)N)CC)=O